(S)-2-(cyanomethyl)-4-{2-[((2S)-1-methylpyrrolidin-2-yl)methoxy]-7-(8-methylnaphthalen-1-yl)-5,6,7,8-tetrahydropyrido[3,4-d]pyrimidin-4-yl}piperazine-1-carboxylic acid tert-butyl ester C(C)(C)(C)OC(=O)N1[C@H](CN(CC1)C=1C2=C(N=C(N1)OC[C@H]1N(CCC1)C)CN(CC2)C2=CC=CC1=CC=CC(=C21)C)CC#N